OC1=CC=C(C=C1)/C(=C(\CC)/C1=CC=CC=C1)/C1=CC=C(OCCN2CCN(CC2)CN2CCC(CC2)NC2=C3CN(C(C3=CC=C2)=O)C2C(NC(CC2)=O)=O)C=C1 (Z)-3-(4-((1-((4-(2-(4-(1-(4-hydroxyphenyl)-2-phenylbut-1-en-1-yl)phenoxy)ethyl)piperazin-1-yl)methyl)piperidin-4-yl)amino)-1-oxoisoindolin-2-yl)piperidine-2,6-dione